5-[1-(2-fluoro-6-methyl-phenyl)-piperidin-4-yl]-2-([1,1,1,3,3,3-2H6]Propan-2-yl)-7-(2-trifluoromethyl-benzyl)-2,4,5,7-tetrahydro-pyrazolo[3,4-d]Pyrimidine FC1=C(C(=CC=C1)C)N1CCC(CC1)N1CN(C=2C(C1)=CN(N2)C(C([2H])([2H])[2H])C([2H])([2H])[2H])CC2=C(C=CC=C2)C(F)(F)F